[7-(2,4-difluoro-6-isopropoxy-phenyl)-6-(5,6,7,8-tetrahydro-1,7-naphthyridin-2-yl)thieno[3,2-c]pyridin-4-yl]trifluoromethanesulfonic acid FC1=C(C(=CC(=C1)F)OC(C)C)C=1C2=C(C(=NC1C1=NC=3CNCCC3C=C1)OS(=O)(=O)C(F)(F)F)C=CS2